ethyl (Z)-4-cyclopropyl-6-(5-fluoro-2-oxoindolin-3-ylidene)-2-methyl-1,4,5,6-tetrahydrocyclopenta[b]pyrrole-3-carboxylate C1(CC1)C1C/C(/C=2NC(=C(C21)C(=O)OCC)C)=C\2/C(NC1=CC=C(C=C21)F)=O